C(#N)CCC=1C=C2C(=C(C(=NC2=C(C1C1=C(C(=CC=C1)Cl)Cl)F)C)I)NC1C2CN(C1C2)C(=O)OC(C)(C)C tertbutyl 5-((6-(2-cyanoethyl)-7-(2,3-dichlorophenyl)-8-fluoro-3-iodo-2-methylquinolin-4-yl)amino)-2-azabicyclo[2.1.1]hexane-2-carboxylate